tert-butyl 4-(4-(4-bromo-2-chlorobenzamido)-2-methylphenyl)piperazine-1-carboxylate BrC1=CC(=C(C(=O)NC2=CC(=C(C=C2)N2CCN(CC2)C(=O)OC(C)(C)C)C)C=C1)Cl